(E)-3-(4-(4-((2-(2-bromophenoxy)-2-methylpropanoyl)oxy)butoxy)-3-methoxyphenyl)acrylic acid BrC1=C(OC(C(=O)OCCCCOC2=C(C=C(C=C2)/C=C/C(=O)O)OC)(C)C)C=CC=C1